CC1(CCN1C2=NC(=NC3=C2N=CN3[C@@H]4C[C@@H](C=C4)CO)N)C The molecule is a 2,6-diaminopurine that is an analogue of abacavir in which the cyclopropylamino group at position 6 of the purine moiety is replaced by a 2,2-dimethylazetidin-1-yl group. One of a series of synthesised abacavir analogues with antiviral activity found to stimulate IFN-gamma secretion in abacavir-responsive clones. It has a role as an antiviral agent. It derives from an abacavir.